CC1=CC=CC=2NC(NC21)=S 1,3-Dihydro-4-methyl-2H-benzimidazol-2-thion